[(carbazolyl)pyridinyl](triphenylenyl)carbazole C1(=CC=CC=2C3=CC=CC=C3NC12)C=1C(=NC=CC1)C1=C(C=2NC3=CC=CC=C3C2C=C1)C1=CC=CC=2C3=CC=CC=C3C3=CC=CC=C3C12